CC1(C(=O)O)C(C(=O)O)C(=C(C(=C1)C)Cl)C 1,3,5-trimethyl-chlorophthalic acid